FC1=C(C=CC(=C1)I)NC1=C(C=2C(=NC(=CC2)OC)S1)C(=O)OC(C)(C)C tert-Butyl 2-((2-fluoro-4-iodophenyl)amino)-6-methoxythieno[2,3-b]pyridine-3-carboxylate